(E)-6-(6-(2-(5-Cyclopropyl-3-(2-(trifluoromethyl)pyridin-3-yl)isoxazol-4-yl)vinyl)-2-azaspiro[3.3]heptan-2-yl)-4-ethoxychinolin C1(CC1)C1=C(C(=NO1)C=1C(=NC=CC1)C(F)(F)F)/C=C/C1CC2(CN(C2)C=2C=C3C(=CC=NC3=CC2)OCC)C1